6-[(3aS,7aR)-octahydro-1H-pyrrolo[3,2-c]pyridin-1-yl][1,3]thiazolo[4,5-c]pyridazin N1(CC[C@H]2CNCC[C@H]21)C=2SC1=C(N=NC=C1)N2